C(C)(C)(C)OC(=O)N1C(C(CC1)=O)\C=C/C (5R)-oxo-(3S)-Z-propenyl-pyrrolidine-1-carboxylic acid tert-butyl ester